1-(bicyclo[2.2.1]hept-5-en-2-ylmethyl)-1H-imidazole C12C(CC(C=C1)C2)CN2C=NC=C2